BrC=1C=C(C(=O)NCC(=O)C2CN(C2)C(=O)OCC2=CC=CC=C2)C=C(C1C)F benzyl 3-((3-bromo-5-fluoro-4-methylbenzoyl)glycyl)azetidine-1-carboxylate